2λ3-oxazole O1[C]=NC=C1